COC1CC(C1)C1=CC(=NC=C1)N1N=CC(=C1)S(=O)(=O)NC=1C=CC=C2C=NN(C12)C 1-[4-(3-methoxycyclobutyl)pyridin-2-yl]-N-(1-methylindazol-7-yl)pyrazole-4-sulfonamide